OC(C([N+](C([2H])([2H])[2H])(C([2H])([2H])[2H])C([2H])([2H])[2H])([2H])[2H])([2H])[2H] choline-d13